tert-Butyl(4-(((6-methoxyisoquinolin-1-yl)methyl)((3-methylpyridin-2-yl) methyl) amino)butyl) carbamate C(N)(OCCCC(N(CC1=NC=CC=C1C)CC1=NC=CC2=CC(=CC=C12)OC)C(C)(C)C)=O